FC(C=1N=C(OC1C(=O)N1[C@@H](C2=C(CC1)NC=N2)C=2OC1=C(N2)C=C(C=C1)F)C(C#N)(C)C)F (S)-2-(4-(difluoromethyl)-5-(4-(5-fluorobenzo[d]oxazol-2-yl)-4,5,6,7-tetrahydro-1H-imidazo[4,5-c]pyridine-5-carbonyl)oxazol-2-yl)-2-methylpropanenitrile